1,3-bis(naphthalen-1-ylthio)propan-2-ol acrylate C(C=C)(=O)OC(CSC1=CC=CC2=CC=CC=C12)CSC1=CC=CC2=CC=CC=C12